tert-butyl (3-acetamido-4-methylphenyl)carbamate C(C)(=O)NC=1C=C(C=CC1C)NC(OC(C)(C)C)=O